β-benzylaspartate C(C1=CC=CC=C1)C([C@H](N)C(=O)[O-])C(=O)[O-]